1-((6-(3-(dimethylamino)propyl)-9-methoxy-2,3,4,6-tetrahydro-1H-indolo[2,3-b]quinoline-11-yl)amino)propan-2-ol CN(CCCN1C=2C=CC(=CC2C=2C1=NC=1CCCCC1C2NCC(C)O)OC)C